4H-thieno[3,2-b]Pyrrole S1C=CC=2NC=CC21